Cl.ClC1=C(C#N)C=CC(=C1)N1C(N(C(C1=O)(C)C)C1=CC(=C(C=C1)OCCN1C[C@H](NCC1)C)CC)=S (R)-2-chloro-4-(3-(3-ethyl-4-(2-(3-methylpiperazin-1-yl)ethoxy)phenyl)-4,4-dimethyl-5-oxo-2-thioxoimidazolidin-1-yl)benzonitrile hydrochloride